OC=1C=CC=C2CC(NC(C12)=O)C1=CC(=C(C=C1)OC)O 8-hydroxy-3-(3-hydroxy-4-methoxyphenyl)-3,4-dihydroisoquinolinone